BrC=1C=CC=2N(C1)C(=NN2)C(OCC(C)C)(F)F 6-bromo-3-[difluoro(isobutoxy)methyl]-[1,2,4]triazolo[4,3-a]pyridine